2-(3-bromo-4-nitrophenyl)-3-oxobutanoic acid ethyl ester C(C)OC(C(C(C)=O)C1=CC(=C(C=C1)[N+](=O)[O-])Br)=O